5-(chloromethyl)-3',6'-dihydro-[2,4'-bipyridine]-1'(2'H)-carboxylic acid tert-butyl ester C(C)(C)(C)OC(=O)N1CCC(=CC1)C1=NC=C(C=C1)CCl